BrNC1=CC=CC=C1 bromophenylamine